5-ethoxy-3,6-dihydro-2H-1,4-oxazine C(C)OC1=NCCOC1